tert-Butyl (3aR,5s,6aS)-5-amino-3,3a,4,5,6,6a-hexahydro-1H-cyclopenta[c]pyrrole-2-carboxylate NC1C[C@@H]2[C@@H](CN(C2)C(=O)OC(C)(C)C)C1